5-AMINO-6-CHLORO-O-CRESOL CC1=C(C(=C(C=C1)N)Cl)O